O1N=C(C=C1)C=1C=C(NS(N1)(=O)=O)C(=O)OC Methyl 5-(isoxazol-3-yl)-2H-1,2,6-thiadiazine-3-carboxylate 1,1-dioxide